4-(2-{[(2R,7aS)-2-fluoro-hexahydro-1H-pyrrolizin-7a-yl]methoxy}-4-[(3R,4S)-3,4-difluoropyrrolidin-1-yl]-8-fluoropyrido[4,3-d]pyrimidin-7-yl)-5-ethynyl-6-fluoronaphthalen-2-ol F[C@@H]1C[C@@]2(CCCN2C1)COC=1N=C(C2=C(N1)C(=C(N=C2)C2=CC(=CC1=CC=C(C(=C21)C#C)F)O)F)N2C[C@H]([C@H](C2)F)F